ClC1=C(C=CC=C1)[C@@H](C)OC(=O)NC=1N(N=CC1F)C1=CC=C(C=C1)Br 3-[(R)-1-(o-chlorophenyl)ethoxycarbonylamino]-2-(p-bromophenyl)-4-fluoro-2H-pyrazole